3-(ethylsulfonyl)-7-(trifluoromethyl)quinoline-2-carbaldehyde C(C)S(=O)(=O)C=1C(=NC2=CC(=CC=C2C1)C(F)(F)F)C=O